COC(C(=C)C#N)=O alpha-Cyanoacrylic acid methyl ester